CNC(N(C1=CC=CC=C1)C1=CC=CC=C1)=O N'-methyl-N,N-diphenyl-urea